(R)-4-(6-(4-(2,4-diamino-6-ethylpyridin-5-yl)but-3-yn-2-yl)benzo[D][1,3]dioxol-4-yl)benzoic acid NC1=NC(=C(C(=C1)N)C#C[C@H](C)C=1C=C(C2=C(OCO2)C1)C1=CC=C(C(=O)O)C=C1)CC